3-(4-hydroxy-phenyl)propionic acid OC1=CC=C(C=C1)CCC(=O)O